Oxalic acid sodium salt [Na+].C(C(=O)[O-])(=O)[O-].[Na+]